thiocyanate copper-zinc [Zn+2].[Cu+2].[S-]C#N.[S-]C#N.[S-]C#N.[S-]C#N